2-(p-iodophenyl)-3-p-nitrophenyl-l-5-phenyltetrazolium chloride [Cl-].IC1=CC=C(C=C1)N1[NH2+]C(=NN1C1=CC=C(C=C1)[N+](=O)[O-])C1=CC=CC=C1